Lithium bis-fluorosulfonamide FN(S(=O)=O)F.[Li]